5-fluoro-2-methyl-4-trifluoromethylaniline FC=1C(=CC(=C(N)C1)C)C(F)(F)F